6-Azoniaspiro(5.5)undecane bromide [Br-].C1CCCC[N+]12CCCCC2